CC=1NC(=NN1)NS(=O)(=O)C=1C=C(C=CC1)CCCCCCC(=O)O 7-(3-(N-(5-methyl-4H-1,2,4-triazol-3-yl)sulfamoyl)phenyl)heptanoic acid